(R)-6-chloro-4-((1-fluoropropane-2-yl)amino)-N-methylnicotinamide ClC1=NC=C(C(=O)NC)C(=C1)N[C@@H](CF)C